2-(3-(1-((1R,2R,3R,5S)-2-fluoro-1,5-dimethyl-8-azabicyclo[3.2.1]octan-3-yl)vinyl)-1,2,4-triazin-6-yl)-5-(1H-1,2,3-triazol-1-yl)phenol F[C@H]1[C@]2(CC[C@@](C[C@@H]1C(=C)C=1N=NC(=CN1)C1=C(C=C(C=C1)N1N=NC=C1)O)(N2)C)C